C(C=CC1=CC=CC=C1)NC1=CC=C(C#N)C=C1 4-(cinnamyl-amino)benzonitrile